4-Hydroxy-2-methyl-N-(pyridin-2-yl)-2H-thieno[3,2-e][1,2]thiazine-3-carboxamide 1,1-dioxide OC1=C(N(S(C2=C1C=CS2)(=O)=O)C)C(=O)NC2=NC=CC=C2